tert-Butyl 4-(2-oxo-6-tetrahydropyran-4-yl-3H-imidazo[4,5-b]pyridin-1-yl)piperidine-1-carboxylate O=C1N(C=2C(=NC=C(C2)C2CCOCC2)N1)C1CCN(CC1)C(=O)OC(C)(C)C